C(C)(C)(C)OC(=O)NCCC(C)C1=NC(=NC(=C1)C1=C(C=CC=C1C)C)N(S(=O)(=O)C=1C=C(C(=O)OC)C=CC1)COC Methyl 3-[[4-[3-(tert-butoxycarbonylamino)-1-methyl-propyl]-6-(2,6-dimethylphenyl)pyrimidin-2-yl]-(methoxymethyl)sulfamoyl]benzoate